6-chloro-4-{4-[(4-methoxyphenyl)methyl]piperazin-1-yl}-1-methyl-2-oxo-1,2-dihydro-1,5-naphthyridine ClC=1N=C2C(=CC(N(C2=CC1)C)=O)N1CCN(CC1)CC1=CC=C(C=C1)OC